ClC1=C(C=CC=C1)C=1NN(SC1)N(\N=C\C1=C(C(=O)NS(=O)(=O)CCC)C=CC=C1)C (E)-2-((2-(4-(2-chlorophenyl)thiadiazol-2-yl)-2-methylhydrazono)methyl)-N-(propanesulfonyl)benzamide